N,N-bis(2-acetamidoethyl) ethylenediamine (Z)-ethyl 3-((3-hydroxypropyl)amino)-2-(2,3,4,5-tetrafluorobenzoyl)acrylate OCCCN\C=C(/C(=O)OCC)\C(C1=C(C(=C(C(=C1)F)F)F)F)=O.C(C)(=O)NCCN(CCN)CCNC(C)=O